S(C=C)C=C Thio-diethylen